N1=C(C=NC=C1)N1N=CC=2C[C@@H]3[C@H](C12)C3 (1aR,5aR)-2-Pyrazin-2-yl-1a,2,5,5a-tetrahydro-1H-2,3-diazacyclopropa[a]pentalen